N-{2-[3-({[(2S)-1-(3-phenylpropanoyl)pyrrolidin-2-yl]carbonyl}amino)phenyl]-1H-benzimidazol-5-yl}pyrrolidine C1(=CC=CC=C1)CCC(=O)N1[C@@H](CCC1)C(=O)NC=1C=C(C=CC1)C1=NC2=C(N1)C=CC(=C2)N2CCCC2